O=S1(CCN(CC1)CCOC1=CC=C(N=N1)NC1=CC2=C(N(C=N2)C2=CC=C(C(=N2)N2N=C(C=C2C)C#N)C(C)O)C=C1)=O 1-[6-[5-[[6-[2-(1,1-diketo-1,4-thiazinan-4-yl)ethoxy]pyridazin-3-yl]amino]benzimidazol-1-yl]-3-(1-hydroxyethyl)-2-pyridyl]-5-methyl-pyrazole-3-carbonitrile